2-(2-chlorophenyl)-N-[4-(5-cyclopropyl-1H-1,2,4-triazol-1-yl)-3-sulfamylphenyl]acetamide ClC1=C(C=CC=C1)CC(=O)NC1=CC(=C(C=C1)N1N=CN=C1C1CC1)S(N)(=O)=O